2-(4-hydroxy-3-sulfonatobenzoyl)ethylbenzenesulfonate dipotassium salt [K+].[K+].OC1=C(C=C(C(=O)CCOS(=O)(=O)C2=CC=CC=C2)C=C1)S(=O)(=O)[O-].OC1=C(C=C(C(=O)CCOS(=O)(=O)C2=CC=CC=C2)C=C1)S(=O)(=O)[O-]